BrC1=CC=C(C=C1)C1(COC1)C(=O)N1CCC2(C[C@H]2CCOC2=CC(=C(C(=O)N(C)C)C=C2)Cl)CC1 |o1:18| (S or R)-4-(2-(6-(3-(4-bromophenyl)oxetane-3-carbonyl)-6-azaspiro[2.5]octan-1-yl)ethoxy)-2-chloro-N,N-dimethylbenzamide